FC=1C=C(COC2=NC(N3C(N4C(COCC4)(C3)C)=C2)=O)C=C(C1OC=1C=NC=C(C1)C(F)(F)F)F 7-((3,5-difluoro-4-((5-(trifluoromethyl)pyridin-3-yl)oxy)benzyl)oxy)-11a-methyl-3,4,11,11a-tetrahydro-1H,9H-pyrimido[6',1':2,3]imidazo[5,1-c][1,4]oxazin-9-one